6-(4-fluorophenyl)-4-hydroxy-1-((4-methyl-1,3-dioxan-2-yl)methyl)-2-oxo-N-(spiro[2.3]hexan-5-yl)-1,2-dihydro-1,8-naphthyridine-3-carboxamide FC1=CC=C(C=C1)C=1C=C2C(=C(C(N(C2=NC1)CC1OCCC(O1)C)=O)C(=O)NC1CC2(CC2)C1)O